C[C@@]12CCC/C(/[C@@H]2CC[C@@H]1[C@@H](CN1[C@@H](CCCC1)C)C)=C\C=C1C[C@H](C[C@@H](C1)O)O (1R,3R)-5-(2-((1R,3aS,7aR,E)-7a-methyl-1-((S)-1-((R)-2-methylpiperidin-1-yl)propan-2-yl)octahydro-4H-inden-4-ylidene)ethylidene)cyclohexane-1,3-diol